tetramethylolcyclopentanone tetraacrylate C(C=C)(=O)O.C(C=C)(=O)O.C(C=C)(=O)O.C(C=C)(=O)O.C(O)C1(C(C(CC1)=O)(CO)CO)CO